1-((4-(4-pentylcyclohexyl)phenyl)ethynyl)-2-chloro-4-isothiocyanatobenzene C(CCCC)C1CCC(CC1)C1=CC=C(C=C1)C#CC1=C(C=C(C=C1)N=C=S)Cl